thiazine-1,1-dioxide S1(NC=CC=C1)(=O)=O